O(C1[C@@H](O)[C@@H](O)[C@H](O)[C@H](O1)CO)CCBr D-2-bromoethyl mannopyranoside